CC(C)C(C(=O)O)NC The molecule is an N-methylamino acid that is the N-methyl derivative of valine. It is a valine derivative and a N-methyl-amino acid.